(6S)-6-{[10-cyclopropyl-2-(3-fluorophenyl)[1,2,4]triazolo[1,5-c]quinazolin-5-yl]amino}-1,4-diazepan-5-one C1(CC1)C=1C=2C=3N(C(=NC2C=CC1)N[C@@H]1C(NCCNC1)=O)N=C(N3)C3=CC(=CC=C3)F